NC1=C(C(N(C(=N1)N1C[C@H](NCC1)CN)C)=O)SC1=C(C(=CC=C1)Cl)Cl (R)-6-amino-2-(3-(aminomethyl)piperazin-1-yl)-5-((2,3-dichlorophenyl)thio)-3-methylpyrimidine-4(3H)-on